Cl.CN1N=C(N=C1)C(=N)N 1-Methyl-1H-1,2,4-triazole-3-formamidine hydrochloride